C(C)OC(=O)C=1C=C(C=[NH+]C1C)OC[C@H](C)[NH3+] [(1S)-2-(5-ethoxycarbonyl-6-methyl-pyridin-1-ium-3-yl)oxy-1-methyl-ethyl]ammonium